5-methyl-4,5-dihydro-1H-pyrazole-5-carboxamide CC1(CC=NN1)C(=O)N